FC(CNS(=O)(=O)N1C[C@H](CC1)NC1=C2N=CN(C2=NC(=N1)N[C@H]([C@@H](C)O)CC)CC)F (S)-N-(2,2-difluoroethyl)-3-((9-ethyl-2-(((2R,3S)-2-hydroxypentan-3-yl)amino)-9H-purin-6-yl)amino)pyrrolidine-1-sulfonamide